t-butyl nipecotate hydrochloride Cl.N1CC(C(=O)OC(C)(C)C)CCC1